C(C)(C)(C)OC(C1=CC(=NC(=C1)C(NC)=O)CO)=O 2-(hydroxymethyl)-6-(methylcarbamoyl)isonicotinic acid tert-butyl ester